FC1=CC=C(C(=C1C([C@@H](C=1OC(NN1)=O)NS(=O)(=O)N1CCC2(COC(O2)=O)CC1)C)C)C N-((1S)-2-(6-fluoro-2,3-di-methylphenyl)-1-(5-oxo-4,5-dihydro-1,3,4-oxadiazol-2-yl)propyl)-2-oxo-1,3-dioxa-8-azaspiro[4.5]decane-8-sulfonamide